11-dodecene-1-amine C(CCCCCCCCCC=C)N